BrC(C)C=1C=C(C=C2C(N3C(=NC12)C=1C=CC=CC1CC3)=O)C 12-(1-Bromoethyl)-10-methyl-5,6-dihydro-8H-isoquinolino[1,2-b]quinazolin-8-one